NC1=CC=C(C=C1)C(=O)N1CCOCC1 4-aminophenyl-(morpholinyl)methanone